N[C@H](C(=O)OC)CC1=CC=C(C=C1)CC1=CC=C(C=C1)C=O METHYL (2S)-2-AMINO-3-(4-[(4-FORMYLPHENYL)METHYL]PHENYL)PROPANOATE